ClC=1C=C2C(=NC=NC2=C(C1C1=C(C=CC=C1)F)F)N1CCN(CC1)C(=O)C1N(C1)C(C1=CC=CC=C1)(C1=CC=CC=C1)C1=CC=CC=C1 (4-(6-chloro-8-fluoro-7-(2-fluorophenyl)quinazolin-4-yl)piperazin-1-yl)(1-tritylaziridin-2-yl)methanone